BrC=1C=C2C(=C(N1)N1CCOCC1)SC=C2 5-Bromo-7-(4-morpholinyl)-thieno[2,3-c]pyridine